1-(2,6-difluorophenyl)-N-[(3S)-5-methyl-4-oxo-2,3-dihydro-1,5-benzoxazepin-3-yl]pyrazolo[3,4-d]pyrimidine-6-carboxamide FC1=C(C(=CC=C1)F)N1N=CC=2C1=NC(=NC2)C(=O)N[C@H]2COC1=C(N(C2=O)C)C=CC=C1